nonamethyl-1-hydroxyl-tetrasiloxane C[Si](O[Si](O[Si](O[Si](O)(C)C)(C)C)(C)C)(C)C